C(#N)C[C@@H]1N(CCN(C1)C1=NC(=NC(=C1[N+](=O)[O-])CC1(CCCC2=CC=CC=C12)C(=O)OC)C=1C(=NC=CC1)C)C(=O)[O-] (2S)-2-(cyanomethyl)-4-(6-((1-(methoxycarbonyl)-1,2,3,4-tetrahydronaphthalen-1-yl)methyl)-2-(2-methylpyridin-3-yl)-5-nitropyrimidine-4-yl)piperazine-1-carboxylate